C1(CC1)N(C1=C(C(=NC=N1)NC[C@@H]1[C@H](CN(CC1)CC(=O)N)O)F)CC=1C=NC(=CC1)C(F)(F)F ((3R,4R)-4-(((6-(cyclopropyl((6-(trifluoromethyl)pyridin-3-yl)methyl)amino)-5-fluoropyrimidin-4-yl)amino)methyl)-3-hydroxypiperidin-1-yl)acetamide